ClC1=CC(=C(C=C1)N=CC1=NC(=CC=C1)CP(C(C)(C)C)C(C)(C)C)P(C1=CC=CC=C1)C1=CC=CC=C1 N-(4-chloro-2-(diphenylphosphino)phenyl)-1-(6-((di-tert-butylphosphino)methyl)pyridin-2-yl)methyleneamine